FC1=CC=C2C(=N1)N(C=C2B2OC(C(O2)(C)C)(C)C)S(=O)(=O)C2=CC=C(C)C=C2 6-fluoro-3-(4,4,5,5-tetramethyl-1,3,2-dioxaborolan-2-yl)-1-tosyl-1H-pyrrolo[2,3-b]pyridine